((2-((7-(8-ethylnaphthalen-1-yl)-2-((tetrahydro-1H-pyrrolizin-7a(5H)-yl)methoxy)-5,6,7,8-tetrahydropyrido[3,4-d]pyrimidin-4-yl)amino)ethyl)amino)nicotinonitrile C(C)C=1C=CC=C2C=CC=C(C12)N1CC=2N=C(N=C(C2CC1)NCCNC1=C(C#N)C=CC=N1)OCC12CCCN2CCC1